O=C1NC(CCC1N1C(C2=CC=CC(=C2C1=O)NCCCCCCCCNC(CN1CCN(CC1)C1=CC=C(C=C1)C1=NNC2=C1N=C(N=C2)C2=C(C=CC=C2OC)F)=O)=O)=O N-(8-((2-(2,6-dioxopiperidin-3-yl)-1,3-dioxoisoindolin-4-yl)amino)octyl)-2-(4-(4-(5-(2-fluoro-6-methoxyphenyl)-1H-pyrazolo[4,3-d]pyrimidin-3-yl)phenyl)piperazin-1-yl)acetamide